bromonicotinic acid BrC1=C(C(=O)O)C=CC=N1